C(CCCCCCCCCCC)SSC(C)C 2-[(dodecylsulfenyl)sulfanyl]propane